6-tert-butyl-2-hydroxy-5-iodo-pyridine-3-carbonitrile C(C)(C)(C)C1=C(C=C(C(=N1)O)C#N)I